Aluminum Nickel cobalt [Co].[Ni].[Al]